CNC(O[C@@H]1CC[C@H](CC1)C(N(C1=NC=CC(=C1)C=1N=C(OC1)C1CC1)C[C@@H]1CC[C@H](CC1)C1=CC(=C(C=C1)OC)C#N)=O)=O trans-4-(((trans-4-(3-Cyano-4-methoxyphenyl)cyclohexyl)methyl)(4-(2-cyclopropyloxazol-4-yl)pyridine-2-yl)carbamoyl)cyclohexyl methylcarbamate